S1C(=CC=C1C=1OC2=C(N1)C=C(C=C2)C(C)(C)C)C=2OC1=C(N2)C=C(C=C1)C(C)(C)C 2,2'-(2,5-thiophenediyl)bis(5-t-butylbenzoxazole)